C(C=C)(=O)OC1C(=O)NC(C1)=O acryloxysuccinic acid imide